1-(4-(2-(3-methoxyphenethyl)thieno[2,3-d]pyrimidin-4-yl)piperazin-1-yl)prop-2-en-1-one COC=1C=C(CCC=2N=C(C3=C(N2)SC=C3)N3CCN(CC3)C(C=C)=O)C=CC1